(2S,3S,4R,5R)-2-((R)-6-chloroisochroman-1-yl)-5-(4-methyl-7H-pyrrolo[2,3-d]pyrimidin-7-yl)tetrahydrofuran-3,4-diol hydrochloride Cl.ClC=1C=C2CCO[C@H](C2=CC1)[C@H]1O[C@H]([C@@H]([C@@H]1O)O)N1C=CC2=C1N=CN=C2C